CC=1C=C(C=CC1)CNC(=O)C1CN(CCC1)C(=O)C1=NNC(=C1)C1=CC=NC=C1 N-[(3-methylphenyl)methyl]-1-[5-(pyridin-4-yl)-1H-pyrazole-3-carbonyl]piperidine-3-carboxamide